1-((6-cyclopropylimidazo[1,2-a]pyridin-2-yl)methyl)-N-(3-ethyl-2-fluoro-6-(1H-tetrazol-1-yl)benzyl)-1H-1,2,3-triazole-4-carboxamide C1(CC1)C=1C=CC=2N(C1)C=C(N2)CN2N=NC(=C2)C(=O)NCC2=C(C(=CC=C2N2N=NN=C2)CC)F